C(#N)C=1N=C(C(=NC1C#N)Cl)Cl 5,6-dicyano-2,3-dichloropyrazine